OC(C)(C)C1=CC(=NN1C1=CC=C(C=C1)C(F)(F)F)N1CCN(CC1)C(=O)OC(C)(C)C tert-butyl 4-[5-(1-hydroxy-1-methyl-ethyl)-1-[4-(trifluoromethyl)phenyl]pyrazol-3-yl]piperazine-1-carboxylate